ethyl 2-(((pyridin-2-yl)methyl)carbamoyl)acetate N1=C(C=CC=C1)CNC(=O)CC(=O)OCC